C(CCCCCCCCCCCCCCCCC)(=O)NC1=CC=C(C(=O)NCCCC(=O)OC2=CC=CC=3CC(CCC23)N(CCC=2SC=CC2)CCC)C=C1 6-(propyl (2-(thien-2-yl) ethyl) amino)-5,6,7,8-tetrahydronaphthalen-1-yl 4-p-stearamidobenzamidobutyrate